ClC=1C=C(C=CC1)C=1OC(=C2[C@H](C3=C(O[C@@H](C21)C2=CC=CC=C2)C=C2C(=C3)OCO2)\C=C\C2=CC=CC=C2)C2=CC=CC=C2 (6R,10S)-7-(3-chlorophenyl)-6,9-diphenyl-10-((E)-styryl)-6H,10H-[1,3]dioxolo[4',5':4,5]benzo[1,2-b]furo[3,4-E]oxepin